2,2-dichloro-N-prop-2-yn-1-ylacetamide ClC(C(=O)NCC#C)Cl